(R)-N-(7-(1-(1-propenylpiperidin-3-yl)-4-amino-1H-pyrazolo[3,4-d]pyrimidin-3-yl)benzo[d][1,3]dioxolan-4-yl)-6-methoxynicotinamide ethyl-(E)-3-(2-amino-4-chlorophenyl)acrylate C(C)OC(\C=C\C1=C(C=C(C=C1)Cl)N)=O.C(=CC)N1C[C@@H](CCC1)N1N=C(C=2C1=NC=NC2N)C2=CC=C(C1=C2OCO1)NC(C1=CN=C(C=C1)OC)=O